2-(2',3',4',5'-tetrakis(10-methylphenazin-5(10H)-yl)-[1,1'-biphenyl]-3-yl)benzo[d]oxazole CN1C2=CC=CC=C2N(C=2C=CC=CC12)C1=C(C=C(C(=C1N1C=2C=CC=CC2N(C2=CC=CC=C12)C)N1C=2C=CC=CC2N(C2=CC=CC=C12)C)N1C=2C=CC=CC2N(C2=CC=CC=C12)C)C1=CC(=CC=C1)C=1OC2=C(N1)C=CC=C2